C(C1=CC=CC=C1)N(C1CNCCC1)CC1=CC=CC=C1 N,N-dibenzylpiperidin-3-amine